ClC=1C=C(C(=NC1)OC)C1=C(C=NC(=C1)C)C(=O)NC=1SC2=C(N1)CN(C2)C(C2=NC(=C(C=C2C)C(F)(F)F)OC)=O.[S].[Rh] rhodium sulfur 5-chloro-2-methoxy-N-(5-(6-methoxy-3-methyl-5-(trifluoromethyl)picolinoyl)-5,6-dihydro-4H-pyrrolo[3,4-d]thiazol-2-yl)-6'-methyl-[3,4'-bipyridine]-3'-carboxamide